(R)-2-(((benzyloxy)carbonyl)amino)-2-(4-bromo-3-fluorophenyl)-4,4-dimethylpentanoic acid isopropyl ester C(C)(C)OC([C@@](CC(C)(C)C)(C1=CC(=C(C=C1)Br)F)NC(=O)OCC1=CC=CC=C1)=O